N-[3-(2,6-dimethyl-1-oxoisoquinolin-4-yl)phenyl]methanesulfonamide CN1C(C2=CC=C(C=C2C(=C1)C=1C=C(C=CC1)NS(=O)(=O)C)C)=O